C(C)(C)(C)OC(=O)NC1=NN(C(=C1Cl)C(=O)O)C 3-((tert-butoxycarbonyl)amino)-4-chloro-1-methyl-1H-pyrazole-5-carboxylic acid